SCCC(=O)O.OCCSSCCO hydroxyethyldisulfide (3-mercaptopropionate)